ethyl-bis-(2-octyl)phosphine C(C)P(C(C)CCCCCC)C(C)CCCCCC